2-(5-bromo-2-(p-tolylamino)phenyl)propan-2-ol BrC=1C=CC(=C(C1)C(C)(C)O)NC1=CC=C(C=C1)C